(S)-2-amino-3-(4-(4-((R)-2,2,2-trifluoro-1-(3'-methoxy-[1,1'-biphenyl]-4-yl)ethoxy)thieno[3,2-d]pyrimidine-7-yl)phenyl)propionic acid hydrochloride Cl.N[C@H](C(=O)O)CC1=CC=C(C=C1)C1=CSC2=C1N=CN=C2O[C@@H](C(F)(F)F)C2=CC=C(C=C2)C2=CC(=CC=C2)OC